C(C)[C@H]1CN(CCN1CC(F)(F)F)C(=O)C=1C=C(CN2C(NC(C3=CC=CC=C23)=O)=O)C=CC1F (S)-1-(3-(3-ethyl-4-trifluoroethylpiperazine-1-carbonyl)-4-fluorobenzyl)quinazoline-2,4(1H,3H)-dione